3-(7-chloro-2-(methylamino)-2,3-dihydro-1H-inden-5-yl)-6-((1-(4,4-difluoro-3-(3-fluoro-1H-pyrazol-1-yl)butyryl)-4-hydroxypiperidin-4-yl)methyl)isothiazolo[4,3-d]pyrimidin-7(6H)-one ClC=1C=C(C=C2CC(CC12)NC)C=1SN=C2C1N=CN(C2=O)CC2(CCN(CC2)C(CC(C(F)F)N2N=C(C=C2)F)=O)O